C(CCCCCCCCCCCC)[N+]1=CC=C(C=C1)C 1-tridecyl-4-methylpyridinium